3,3-dichlorobenzidinediazonium ClC1(C(C(=CC=C1N)C1=CC=C(N)C=C1)[N+]#N)Cl